CC1=C(C2=C(N=N1)SC1=C2N=CN=C1NC(C)C1=CC=C(C=C1)C1(CCC1)O)C 1-[4-[1-[(3,4-dimethylpyrimido[4',5':4,5]thieno[2,3-c]pyridazin-8-yl)amino]ethyl]phenyl]cyclobutanol